N1(CCC(CC1)C(=O)OC)C(=O)OC(C)(C)C 1-(tert-butyl) 4-methyl piperidine-1,4-dicarboxylate